(1R,3S)-3-({[(5R)-3-(3,5-difluorophenyl)-5-(trifluoromethyl)-4,5-dihydro-1,2-oxazol-5-yl]carbonyl}amino)cyclopentanecarboxylic acid FC=1C=C(C=C(C1)F)C1=NO[C@@](C1)(C(F)(F)F)C(=O)N[C@@H]1C[C@@H](CC1)C(=O)O